(Z)-1-(3-(2-(1-ethoxyethyl)-5-methylphenyl)-4-oxothiazolidin-2-ylidene)-3-(2-fluoro-4-(1-(4-((trifluoromethyl)thio)phenyl)-1H-1,2,4-triazol-3-yl)phenyl)urea C(C)OC(C)C1=C(C=C(C=C1)C)N1/C(/SCC1=O)=N/C(=O)NC1=C(C=C(C=C1)C1=NN(C=N1)C1=CC=C(C=C1)SC(F)(F)F)F